C1=C(C=CC2=CC=CC=C12)COC1=NN2C(N=CC3=CC=CC=C23)=C1 (Naphthalen-2-ylmethoxy)pyrazolo[1,5-a]quinazoline